C1(=CC=CC2=NC3=CC=CC=C3C=C12)N[C@@H](C)C(=O)O acridinylalanine